3-(((1S)-1-(2-(3-azabicyclo[3.1.0]hexan-3-yl)-3-ethyl-6-fluoro-4-oxo-3,4-dihydroquinazolin-8-yl)ethyl)amino)-6-chloropicolinic acid C12CN(CC2C1)C1=NC2=C(C=C(C=C2C(N1CC)=O)F)[C@H](C)NC=1C(=NC(=CC1)Cl)C(=O)O